NC1=NC=NN2C1=C(N=C2C2CCOCC2)C2=CC=C(CC=1C(=C(C(=O)N)C=C(C1)F)OC)C=C2 (4-(4-amino-7-(tetrahydro-2H-pyran-4-yl)imidazo[5,1-f][1,2,4]triazin-5-yl)benzyl)-5-fluoro-2-methoxybenzamide